C1(CCCC1)N1C(C=CC2=C1N=C(N=C2)NC2CCN(CC2)S(=O)(=O)NCCOCCOCCCC2=C1C(N(C(C1=CC=C2)=O)C2C(NC(CC2)=O)=O)=O)=O 4-((8-cyclopentyl-7-oxo-7,8-dihydropyrido[2,3-d]pyrimidin-2-yl)amino)-N-(2-(2-(3-(2-(2,6-dioxopiperidin-3-yl)-1,3-dioxoisoindolin-4-yl)propoxy)ethoxy)ethyl)piperidine-1-sulfonamide